C(C1=CC=CC=C1)S(=O)(=O)NC(C1=CC=C(C=C1)N1CCN(CC1)CC1=C(C=CC=C1)C=1C=NC=C(C1)O)=O N-benzylsulfonyl-4-[4-[[2-(5-hydroxypyridin-3-yl)phenyl]methyl]piperazin-1-yl]benzamide